Methyl 6-(2-allylpyrrolidin-1-yl)-3-[bis(tert-butoxycarbonyl)amino]-5-(trifluoromethyl)pyridine-2-carboxylate C(C=C)C1N(CCC1)C1=C(C=C(C(=N1)C(=O)OC)N(C(=O)OC(C)(C)C)C(=O)OC(C)(C)C)C(F)(F)F